ClC1=CC=C(C(=O)N[C@H]2CC[C@@H](N(C2)C(=O)OC(C)(C)C)C=2OC(=NN2)OCCOC(F)(F)F)C=C1 tert-butyl (2R,5S)-5-(4-chlorobenzamido)-2-{5-[2-(trifluoromethoxy)ethoxy]-1,3,4-oxadiazol-2-yl}piperidine-1-carboxylate